5a,3a-Androstanediol C[C@@]12[C@@H](O)CC[C@H]1[C@@H]1CC[C@H]3C[C@H](O)CC[C@]3(C)[C@H]1CC2